C(CCC)SNCCC1=C(C=CC(=C1)OC)OC butylthio-2,5-dimethoxy-phenethylamine